2-((R)-1-(4-((5-fluoroquinolin-6-yl)amino)-5-((R)-1-(oxetan-3-yl)ethoxy)quinazolin-7-yl)pyrrolidin-3-yl)propan-2-ol FC1=C2C=CC=NC2=CC=C1NC1=NC=NC2=CC(=CC(=C12)O[C@H](C)C1COC1)N1C[C@@H](CC1)C(C)(C)O